C(C)(C)(C)OC(=O)N1CCN(CC1)C=1SC=2C(N(CCC2N1)C(=O)OC(C)(C)C)=O tert-butyl 2-(4-(tert-butoxycarbonyl) piperazin-1-yl)-4-oxo-6,7-dihydrothiazolo[5,4-c]pyridine-5(4H)-carboxylate